C(CCCCCCC)C(C(C(=O)[O-])S(=O)(=O)O)(C(=O)[O-])CCCCCCCC.[Na+].ClC=1C(=C(C=CC1)N1CCC=2C=3C1=NC=NC3C=CC2NC(\C=C\CN2CCCCC2)=O)F.[Na+] (E)-N-(4-(3-chloro-2-fluorophenyl)-5,6-dihydro-4H-pyrido[2,3,4-de]quinazolin-7-yl)-4-(piperidin-1-yl)but-2-enamide Sodium dioctyl-Sulfosuccinate